FC1=C(C=CC(=C1)F)NC1=CC2=C(C(C3=C(CC2)C=C(C=C3)OC[C@@H](CO)O)=O)C=C1 (R)-2-(2,4-difluorophenylamino)-8-(2,3-dihydroxypropoxy)-10,11-dihydrodibenzo[a,d]cyclohepten-5-one